tert-butyl (2S,4R)-4-(2,3-dichloro-6-methoxyphenyl)-2-(iodomethyl)pyrrolidine-1-carboxylate ClC1=C(C(=CC=C1Cl)OC)[C@H]1C[C@H](N(C1)C(=O)OC(C)(C)C)CI